COC1=CC=C(C=C1)N(C1=CC=C(C=C1)C1=CC=C(C=C1)N(C1=CC=C(C=C1)OC)C1=CC=C(C=C1)OC)C1=CC=C(C=C1)OC N,N,N',N'-tetrakis(4-methoxyphenyl)-1,1-biphenyl-4,4'-diamine